FC(C)(F)[C@H]1CN(CC1)C[C@@H](C)[C@H]1CC[C@H]2\C(\CCC[C@]12C)=C\C=C1C[C@H](C[C@@H](C1)O)O (1R,3R)-5-(2-((1R,3aS,7aR,E)-1-((S)-1-((R)-3-(1,1-difluoroethyl)pyrrolidin-1-yl)propan-2-yl)-7a-methyloctahydro-4H-inden-4-ylidene)ethylidene)cyclohexane-1,3-diol